1-(3-(4-amino-5-(4-cyclopropoxy-phenyl)-7-methyl-7H-pyrrolo[2,3-d]pyrimidin-6-yl)pyrrolidin-1-yl)prop-2-en-1-one NC=1C2=C(N=CN1)N(C(=C2C2=CC=C(C=C2)OC2CC2)C2CN(CC2)C(C=C)=O)C